2-(2-naphthyl)-3-(methyl-d3)Thiobenzofuran C1=C(C=CC2=CC=CC=C12)C=1OC2=C(C1SC([2H])([2H])[2H])C=CC=C2